COC1=CC=C(C=N1)NC(=O)[C@@H]1CC12CCN(CC2)C(=O)OC(C(F)(F)F)C(F)(F)F |r| 1,1,1,3,3,3-hexafluoro-propan-2-yl (±)-1-((6-methoxypyridin-3-yl)carbamoyl)-6-azaspiro[2.5]octane-6-carboxylate